COCOCC/C=C/CC[Mg]Br (3E)-6-(methoxymethoxy)-3-hexenyl-magnesium bromide